(3s,5r)-5-(5-cyclopropyl-1,3,4-oxadiazol-2-yl)piperidin-3-yl-N-isobutyl-3-(((1r,3s)-3-methoxycyclobutyl)amino)pyridine methyl-5-(chloromethyl)pyridine-2-carboxylate COC(=O)C1=NC=C(C=C1)CCl.C1(CC1)C1=NN=C(O1)[C@@H]1C[C@@H](CNC1)C1N(C=CC=C1NC1CC(C1)OC)CC(C)C